OC1=CC=C2C(CC(OC2=C1C)(C)C)=O 7-hydroxy-2,2,8-trimethylchroman-4-one